C(C)N1N=C(C2=C1C(NCC1(CCOCC1)C2)=O)C[C@H](COC(C2=CC=C(C=C2)S(=O)(=O)CC)=O)C 4-Ethylsulfonylbenzoic acid [(2R)-3-(1-ethyl-8-oxo-spiro[6,7-dihydro-4H-pyrazolo[3,4-c]azepin-5,4'-tetrahydropyran]-3-yl)-2-methyl-propyl] ester